COC=1N=C2C(=NC1)OC1(CN[C@H](C1)C)C2 (5's)-2-methoxy-5'-methyl-7H-spiro[furo[2,3-b]pyrazine-6,3'-pyrrolidine]